C(C)(C)(C)OC(=O)N1CCC(CC1)CC(=O)OCC.C(C)(C)(C)OC(=O)N1CCC(CC1)CC(=O)O 2-(1-tert-butoxycarbonyl-4-piperidyl)acetic acid tert-Butyl-4-(2-ethoxy-2-oxo-ethyl)piperidine-1-carboxylate